(R)-2-((S)-7-(2,4-difluoro-6-(2-methoxyethoxy)phenyl)-4-hydroxythieno[3,2-c]pyridin-6-yl)-6-methyl-6,7-dihydropyrazolo[1,5-a]pyrazine-5(4H)-carboxylic acid tert-butyl ester C(C)(C)(C)OC(=O)N1CC=2N(C[C@H]1C)N=C(C2)C2=C(C1=C(C(=N2)O)C=CS1)C1=C(C=C(C=C1OCCOC)F)F